C(C)N(C=1C2=C(N=CN1)NC=C2)CC2CCC(CC2)C(F)(F)F N-Ethyl-N-(((1r,4r)-4-(trifluoromethyl)cyclohexyl)methyl)-7H-pyrrolo[2,3-d]pyrimidin-4-amine